CC(CC1=CC=C(C=C1)C1=NN(C=N1)C1=CC=C(C=C1)OC(F)(F)F)(C)NC(OCC1=CC=CC=C1)=O benzyl (2-methyl-1-(4-(1-(4-(trifluoromethoxy)phenyl)-1H-1,2,4-triazol-3-yl)phenyl)propan-2-yl)carbamate